BrC1=NC(=CC(=C1)\C=C\C)Cl (E)-2-bromo-6-chloro-4-(prop-1-en-1-yl)pyridine